O1CCOC12CCC1(C(NCC1)=O)CC2 1,4-dioxa-10-azadispiro[4.2.48.25]tetradecan-9-one